C(C)C1=NC=CC(=C1)N(C)C 2-ethyl-4-(dimethylamino)pyridine